2-Methoxy-5-(3-nitrophenyl)-1H-phenalen-1-one COC=1C(C=2C=CC=C3C=C(C=C(C1)C23)C2=CC(=CC=C2)[N+](=O)[O-])=O